1-(2-isopropylnaphthalen-1-yl)-1H-pyrrole-2,5-dione C(C)(C)C1=C(C2=CC=CC=C2C=C1)N1C(C=CC1=O)=O